[4-(cyclopentyloxy)-3-methoxyphenyl]acetic acid C1(CCCC1)OC1=C(C=C(C=C1)CC(=O)O)OC